Racemic-9-(4-chloro-2-fluorophenyl)-2,3-dimethyl-7-[rac-(2R,4S)-2-(1-cyclopropylpyrazol-4-yl)oxan-4-yl]pyrimido[1,2-b]pyridazin-4-one ClC1=CC(=C(C=C1)C=1C=2N(N=C(C1)[C@@H]1C[C@@H](OCC1)C=1C=NN(C1)C1CC1)C(C(=C(N2)C)C)=O)F |r|